C(C)(C)(C)OC(=O)N1CC2(C1)OCCC2 5-oxa-2-azaspiro[3.4]Octane-2-carboxylic acid tert-butyl ester